6-chloro-2-[2-(1,2-dimethylprop-1-enyl)-5-methoxy-pyrazol-3-yl]-8-methyl-3,1-benzoxazin-4-one ClC=1C=C(C2=C(C(OC(=N2)C=2N(N=C(C2)OC)C(=C(C)C)C)=O)C1)C